C1(CC1)C1=NNC(=N1)C1CC2(CN(C2)C(=O)N2CC3(C2)CC(C3)OC=3SC=C(N3)C(F)(F)F)C1 [6-(3-cyclopropyl-1H-1,2,4-triazol-5-yl)-2-azaspiro[3.3]heptan-2-yl]-[6-[4-(trifluoromethyl)thiazol-2-yl]oxy-2-azaspiro[3.3]heptan-2-yl]methanone